C(C)(C)(C)OC(=O)N1[C@H](C(O[C@@H]([C@@H]1C1=CC=CC=C1)C1=CC=CC=C1)=O)CC(=C)C (3S,5S,6R)-3-(2-methylallyl)-2-oxo-5,6-diphenyl-morpholine-4-carboxylic acid tert-butyl ester